CN(C(=O)[C@H]1C[C@H]([C@@H]2OC(O[C@@H]21)(C)C)N2C=C1CCCNC=3C1=C2N=CN3)C (3aR,4S,6R,6aS)-N,N,2,2-tetramethyl-6-(6,7,8,9-tetrahydro-2H-2,3,5,6-tetraazabenzo[cd]azulen-2-yl)tetrahydro-4H-cyclopenta[d][1,3]dioxole-4-carboxamide